8-(prop-1-yn-1-yl)-3-(2-(3-(thiazol-2-yl)-7,8-dihydro-1,6-naphthyridin-6(5H)-yl)ethyl)-3H-[1,2,4]triazolo[5,1-i]purin-5-amine C(#CC)C1=NN2C(=NC=3N(C=NC3C2=N1)CCN1CC=2C=C(C=NC2CC1)C=1SC=CN1)N